N1CC(C1)CN1CCC2(CC(C2)N2CCN(CC2)C2=CC=C(C=C2)NC2=C3N=CN(C3=NC=N2)C2CC(C2)NC(CC2=CC=CC=C2)=O)CC1 N-((1s,3s)-3-(6-((4-(4-(7-(azetidin-3-ylmethyl)-7-azaspiro[3.5]nonane-2-yl)piperazin-1-yl)phenyl)amino)-9H-purin-9-yl)cyclobutyl)-2-phenylacetamide